CC(=CCC/C(=C/COC(=O)CC(=O)C)/C)C The molecule is a monoterpenoid that is the carboxylic ester obtained by the formal condensation of geraniol with acetoacetic acid. It has a role as a human blood serum metabolite. It is a monoterpenoid and a carboxylic ester. It derives from a geraniol and an acetoacetic acid.